(2S,4r)-1-[(2S)-2-(4-cyclopropyltriazol-1-yl)-3,3-dimethyl-butyryl]-4-hydroxy-N-[3-(4-isobutyl-5-methylsulfanyl-1,2,4-triazol-3-yl)propyl]pyrrolidine-2-carboxamide C1(CC1)C=1N=NN(C1)[C@H](C(=O)N1[C@@H](C[C@H](C1)O)C(=O)NCCCC1=NN=C(N1CC(C)C)SC)C(C)(C)C